tert-Butyl 2-(2,3-dimethylphenyl)-7-azaspiro[3.5]nonane-7-carboxylate CC1=C(C=CC=C1C)C1CC2(C1)CCN(CC2)C(=O)OC(C)(C)C